(1S,4aR,5S,6aR,9S,11bS,14R)-1,5,6-trihydroxy-4,4-dimethyl-8-methylene-7-oxododecane OCCCC([C@@H](C(C(C(CCCC)=C)=O)O)O)(C)C